C(C)(C)(C)C1=CC=C(C=C1)N1C(=NC2=C1C1=CC=CC=C1C=1C=CC=CC12)C1=CC=C(C=C1)N1C2=CC=CC=C2OC=2C=CC=CC12 10-(4-(1-(4-(tert-butyl)phenyl)-1H-phenanthro[9,10-d]imidazole-2-yl)phenyl)-10H-phenoxazine